(R)-N-(5-(3-chlorothiophen-2-yl)-1,3,4-thiadiazol-2-yl)-3-methoxy-4-((1-methoxypropan-2-yl)amino)-2-oxo-2H-pyran-6-carboxamide ClC1=C(SC=C1)C1=NN=C(S1)NC(=O)C1=CC(=C(C(O1)=O)OC)N[C@@H](COC)C